(2-(3,3-Difluorocyclobutyl)ethyl)-2-methoxy-4-methyl-1H-imidazole-1-carboxamide FC1(CC(C1)CCC1=C(N=C(N1C(=O)N)OC)C)F